cumyl-oxygen C(C)(C)(C1=CC=CC=C1)[O]